rac-2-hydroxyl-1-(6-(3-methyl-1H-pyrrolo[2,3-b]pyridine-5-yl)-4-((R)-pyrrolidin-2-yl)isoindolin-2-yl)propan-1-one O[C@@H](C(=O)N1CC2=CC(=CC(=C2C1)[C@@H]1NCCC1)C=1C=C2C(=NC1)NC=C2C)C |&1:1|